1-(4-(3-(1,4-dioxaspiro[4.5]decan-8-yl)-1,2,4-oxadiazol-5-yl)piperidin-1-yl)-2-(4-methyl-1,2,5-oxadiazol-3-yl)ethan-1-one O1CCOC12CCC(CC2)C2=NOC(=N2)C2CCN(CC2)C(CC2=NON=C2C)=O